CCCCCCCCCCCCCC(=O)OC[C@H](CO[C@H]1[C@@H]([C@H]([C@@H]([C@H](O1)CO[C@H]2[C@@H]([C@H]([C@@H]([C@H](O2)CO[C@H]3[C@@H]([C@H]([C@@H]([C@H](O3)CO)O)O)O)O)O)O)O)O)O)OC(=O)CCCCCCCCCCCCC The molecule is a glycosylglycerol derivative in which the glycosyl moiety of glycosyl-sn-glycerol is beta-D-glucosyl-(1->6)-beta-D-glucosyl-(1->6)-beta-D-glucosyl attached at O-3, with O-1 and O-2 both carrying myristoyl substituents. Synthetic C. difficile lipoteichoic acid (LTA) molecule consisting only of lipid + core region. It derives from a 1,2-ditetradecanoyl-sn-glycerol.